1-geranyl-azepan-2,5-dione C(\C=C(/C)\CCC=C(C)C)N1C(CCC(CC1)=O)=O